NC1=NC2=C(C=3N1N=C(N3)C=3OC=CC3)C=NN2[C@](C(=O)N[C@@H]2C[C@@H](C2)O)(C)C2=CC=CC=C2 (R)-2-(5-amino-2-(furan-2-yl)-7H-pyrazolo[4,3-e][1,2,4]triazolo[1,5-c]pyrimidin-7-yl)-(cis)-N-(3-hydroxycyclobutyl)-2-phenylpropanamide